AMINOUNDECYLTRIETHOXYSILANE NCCCCCCCCCCC[Si](OCC)(OCC)OCC